cyanophenyl-1-ethanethione C(#N)CC(=S)C1=CC=CC=C1